C(OCC1=CC=CC=C1)(OCCN(C)S(=O)(=O)Cl)=O benzyl 2-[chlorosulfonyl(methyl)amino]ethyl carbonate